COC(=O)C1C(C=2N(C(C1)C)C=NC2)=O 5-Methyl-8-oxo-5,6,7,8-tetrahydroimidazo[1,5-a]pyridine-7-carboxylic acid methyl ester